ClC=1C=C(C=CC1C)NC(=O)NCC1=C(C=CC(=C1)NC=1C(N(C(C1)=O)C1C(NC(CC1)=O)=O)=O)Cl 1-(3-chloro-4-methylphenyl)-3-(2-chloro-5-((1-(2,6-dioxopiperidin-3-yl)-2,5-dioxo-2,5-dihydro-1H-pyrrol-3-yl)amino)benzyl)urea